ClC1=NC(=CC=2CCCCC12)Cl 1,3-dichloro-5,6,7,8-tetrahydroisoquinoline